FC1(CC(C1)COC1=C(C=CC(=C1F)F)[C@H]1[C@@H](O[C@]([C@H]1C)(C(F)(F)F)C)C(=O)NC1=CC(=NC=C1)C(=O)N)F 4-[[(2r,3s,4s,5r)-3-[2-[(3,3-difluorocyclobutyl)methoxy]-3,4-difluoro-phenyl]-4,5-dimethyl-5-(trifluoromethyl)tetrahydrofuran-2-carbonyl]amino]pyridine-2-carboxamide